C(C)[NH+]1CCCCCC1 ethylazepanium